BrC=1C=CC(=C(C1)N1CCN(CC1)C(=O)OC(C)(C)C)C=O tert-butyl 4-(5-bromo-2-formylphenyl)-piperazine-1-carboxylate